Methyl 4'-(4-hydroxybutyl)-5-(4-(4-(trifluoromethyl)phenyl)-1H-1,2,3-triazol-1-yl)-[1,1'-biphenyl]-3-carboxylate OCCCCC1=CC=C(C=C1)C1=CC(=CC(=C1)N1N=NC(=C1)C1=CC=C(C=C1)C(F)(F)F)C(=O)OC